3,6-bis(2-(trifluoromethyl)-9H-carbazol-9-yl)phthalonitrile FC(C1=CC=2N(C3=CC=CC=C3C2C=C1)C1=C(C(C#N)=C(C=C1)N1C2=CC=CC=C2C=2C=CC(=CC12)C(F)(F)F)C#N)(F)F